2-cyano-3,3-diphenyl-acrylate C(#N)C(C(=O)[O-])=C(C1=CC=CC=C1)C1=CC=CC=C1